C1=CC(=C(C=C1C2=C(C(=O)C3=C(C=C(C=C3O2)O)O)OS(=O)(=O)O)O)O The molecule is a quercetin sulfate with a sulfo group at position 3. It is a tetrahydroxyflavone and a quercetin sulfate. It is a conjugate acid of a quercetin 3-sulfate(2-).